2,3-dichloro-1,4-diiodobenzene ClC1=C(C=CC(=C1Cl)I)I